1-(p-vinylphenylethyl)-3-(m-vinylphenylethyl)benzene C(=C)C1=CC=C(C=C1)CCC1=CC(=CC=C1)CCC1=CC(=CC=C1)C=C